3-{2-[(6,6-dimethylpiperidin-3-yl)amino]-5-(trifluoromethyl)pyrimidin-4-yl}-6-methyl-7-(1-methyl-1H-pyrazol-4-yl)-1H,4H,5H,6H,7H,8H-pyrrolo[2,3-c]azepin-8-one CC1(CCC(CN1)NC1=NC=C(C(=N1)C1=CNC=2C(N(C(CCC21)C)C=2C=NN(C2)C)=O)C(F)(F)F)C